C(C)(C)(C)OC(=O)N(CC[C@@H](C(=O)OC(C)(C)C)NC(=O)OC(C)(C)C)CCCCO[Si](C)(C)C(C)(C)C (S)-tert-butyl 4-((tert-butoxycarbonyl)(4-((tert-butyldimethylsilyl)oxy)butyl)amino)-2-((tert-butoxycarbonyl)amino)butanoate